FC=1C=CC(=NC1)N1CCN(C2=CC=CC=C12)C(=O)NCC1CCNCC1 4-(5-fluoropyridin-2-yl)-N-(1-piperidin-4-ylmethyl)-3,4-dihydroquinoxaline-1(2H)-carboxamide